ClC1=NC(=CC(=C1)C=1C(=NN2C1N=C(C=C2)NC[C@H]2NCCOC2)C=2C=C(C#N)C=CC2)C 3-[3-(2-chloro-6-methyl-4-pyridinyl)-5-[[(3R)-morpholin-3-yl]methylamino]pyrazolo[1,5-a]pyrimidin-2-yl]benzonitrile